(6-(pyrrolidin-1-yl)-pyrazin-2-yl)methanone N1(CCCC1)C1=CN=CC(=N1)C=O